FC(CN1N=CC=2C1=NC(=CN2)N2C[C@H](CC[C@H]2C)CO)F ((3S,6R)-1-(1-(2,2-difluoroethyl)-1H-pyrazolo[3,4-b]pyrazin-6-yl)-6-methylpiperidin-3-yl)methanol